N[C@@H](CC1=CC=C(C=C1)O)C(=O)[O-] (S)-tyrosinate